5-(4-chloro-2-fluorophenyl)-2,3-dimethyl-7-((2S)-2-((3R)-tetrahydro-3-furanyl)-4-morpholinyl)pyrido[4,3-d]pyrimidin-4(3H)-one ClC1=CC(=C(C=C1)C1=NC(=CC=2N=C(N(C(C21)=O)C)C)N2C[C@@H](OCC2)[C@H]2COCC2)F